4,4'-di(trifluoromethyl)-2,2'-bipyridine FC(C1=CC(=NC=C1)C1=NC=CC(=C1)C(F)(F)F)(F)F